1-(bromodifluoromethyl)-1,2,3-triazole BrC(N1N=NC=C1)(F)F